6-(2-fluoro-3-methoxyphenyl)-2-(1-methyl-1H-imidazol-2-yl)-5-phenylthieno[2,3-d]pyrimidin-4-ol FC1=C(C=CC=C1OC)C1=C(C2=C(N=C(N=C2O)C=2N(C=CN2)C)S1)C1=CC=CC=C1